tert-butyl N-(2-{1-[1-(benzyloxy)-6-oxopyridin-2-yl]-N-{2-[2-(2-{2-[(4-nitrophenyl)formamido]ethoxy}ethoxy) ethoxy]ethyl}formamido}ethyl)carbamate C(C1=CC=CC=C1)ON1C(=CC=CC1=O)C(=O)N(CCOCCOCCOCCNC(=O)C1=CC=C(C=C1)[N+](=O)[O-])CCNC(OC(C)(C)C)=O